NC=1N=C(C2=C(N1)NC(=C2)C=2CCN(CC2)CC2=CC=C(C=C2)OC)O 2-amino-6-[1-(4-methoxybenzyl)-1,2,3,6-tetrahydropyridin-4-yl]-7H-pyrrolo[2,3-d]pyrimidin-4-ol